BrC=1C=C(OCC2=C(C=C(C#N)C=C2)CCCO[Si](C)(C)C(C)(C)C)C=CC1 4-[(3-bromophenoxy)methyl]-3-[3-[tert-butyl(dimethyl)silyl]oxypropyl]benzonitrile